((6-(4-fluoro-1H-pyrazol-1-yl)pyridin-3-yl)methyl)-1-methyl-1H-pyrazole-5-carboxamide FC=1C=NN(C1)C1=CC=C(C=N1)CC1=NN(C(=C1)C(=O)N)C